N-(2-ethylhexyl)-bicyclo[2.2.1]-hept-5-ene-2,3-dicarboximide C(C)C(CN1C(=O)C2C3C=CC(C2C1=O)C3)CCCC